C(C)(C)OC(=O)C=1C=CC(=NC1)C[N+]1=NOC(=C1)[N-]C(NC1=CC(=CC(=C1)C(F)(F)F)NC(CC1=CC=CC=C1)=O)=O (3-((5-(Isopropoxycarbonyl)pyridin-2-yl)methyl)-1,2,3-oxadiazol-3-ium-5-yl)((3-(2-phenylacetamido)-5-(trifluoromethyl)phenyl)-carbamoyl)amide